(S)-N-((1H-pyrrolo[3,2-c]pyridin-2-yl)methyl)-2-(3-((1-(dibenzo[b,d]furan-2-yl)ethyl)amino)-2-oxo-6-phenylpyrazin-1(2H)-yl)acetamide N1C(=CC=2C=NC=CC21)CNC(CN2C(C(=NC=C2C2=CC=CC=C2)N[C@@H](C)C2=CC1=C(OC3=C1C=CC=C3)C=C2)=O)=O